2,2',6,6'-tetramethyl-4,4'-bipyridyl CC1=NC(=CC(=C1)C1=CC(=NC(=C1)C)C)C